ClC1=NC=C(C=N1)SCC 2-chloro-5-(ethylthio)pyrimidine